2-((3'-(4-Cyano-2-fluorobenzyloxy)biphenyl-4-yl)methyl)-1-(furan-2-ylmethyl)-1H-benzo[d]imidazol C(#N)C1=CC(=C(COC=2C=C(C=CC2)C2=CC=C(C=C2)CC2=NC3=C(N2CC=2OC=CC2)C=CC=C3)C=C1)F